hydrazinothiophenyl formate C(=O)OC=1SC=CC1NN